4-aminobutyl ((4-(((3R,4R)-1-(2-cyanoacetyl)-4-methylpiperidin-3-yl) (methyl) amino)-7H-pyrrolo[2,3-d]pyrimidin-7-yl) methyl) carbonate C(OCCCCN)(OCN1C=CC2=C1N=CN=C2N(C)[C@H]2CN(CC[C@H]2C)C(CC#N)=O)=O